FC=1C=C(C=NC1)C1=NC=C(C(=N1)C(F)(F)F)N(CCC)CCC 2-(5-fluoro-3-pyridinyl)-N,N-dipropyl-4-(trifluoromethyl)pyrimidin-5-amine